3-[1-methyl-7-(4-piperidyloxy)indazol-3-yl]piperidine-2,6-dione hydrochloride Cl.CN1N=C(C2=CC=CC(=C12)OC1CCNCC1)C1C(NC(CC1)=O)=O